2-(4-methoxyphenyl)acetic acid 2-methoxy-4-methylphenyl ester COC1=C(C=CC(=C1)C)OC(CC1=CC=C(C=C1)OC)=O